CC1=C(C=CC(=C1)C)S(=O)(=O)[O-].C(CCC)[P+](CCCC)(CCCC)CCCC tetrabutylphosphonium 2,4-dimethylbenzenesulfonate